N-(6-((2-Fluorophenyl)amino)-1H-pyrazolo[3,4-b]pyridin-3-yl)-4-((1-methylpiperidin-4-yl)oxy)benzamid FC1=C(C=CC=C1)NC1=CC=C2C(=N1)NN=C2NC(C2=CC=C(C=C2)OC2CCN(CC2)C)=O